4-(6-Fluoropyridin-3-Yl)-1-Methylpyrrolidin-2-one FC1=CC=C(C=N1)C1CC(N(C1)C)=O